O=C1N(CCC(N1)=O)C1=CC=C(CN(C2CCN(CC2)C=2C(=CC3=C(C(C=4NC5=CC(=CC=C5C4C3=O)C#N)(C)C)C2)CC)C)C=C1 8-(4-((4-(2,4-dioxotetrahydropyrimidin-1(2H)-yl)benzyl)(methyl)amino)piperidin-1-yl)-9-ethyl-6,6-dimethyl-11-oxo-6,11-dihydro-5H-benzo[b]carbazole-3-carbonitrile